3-chloro-5-methyl-8-[(3R)-1-methylpiperidin-3-yl]-5,6,7,8-tetrahydropyrazino[2,3-c]pyridazine ClC1=CC2=C(N=N1)N(CCN2C)[C@H]2CN(CCC2)C